FC(C1CCC(CC1)NC(OC(C)(C)C)=O)F tert-Butyl ((1s,4s)-4-(difluoromethyl)cyclohexyl)carbamate